5-((2-(trimethylsilyl)ethoxy)methyl)pyrazolo[4,3-b]pyrrolo[3,2-e]pyridin C[Si](CCOCN1CC=C2C=C3C(N=C21)=CN=N3)(C)C